C1(C=CC(N1C(C(=O)[O-])CC)=O)=O maleimidyl-butyrate